8-chloro-5-iodo-2-methylphthalazin-1(2H)-one ClC=1C=CC(=C2C=NN(C(C12)=O)C)I